ClC=1C=CC(=C(C1)N1CC(N(CC1=O)C(C(=O)NC1=CC(=C(C(=O)NC)C=C1)F)CC1=CC=CC=C1)=O)N1N=NC(=C1)Cl 4-(2-(4-(5-chloro-2-(4-chloro-1H-1,2,3-triazol-1-yl)phenyl)-2,5-dioxopiperazin-1-yl)-3-phenylpropanamido)-2-fluoro-N-methylbenzamide